tert-butyl (7R,9R)-7,9-dimethyl-1,4-dioxa-8-azaspiro[4.5]decane-8-carboxylate C[C@@H]1CC2(OCCO2)C[C@H](N1C(=O)OC(C)(C)C)C